6,7-dihydro-4H-benzothiophene S1C=CC2=C1CCCC2